2,4-dimethyl-5-oxo-7-((3aS,7aR)-1-(5-(trifluoromethoxy)pyridin-2-yl)octahydro-5H-pyrrolo[3,2-c]pyridin-5-yl)-4,5-dihydrothiazolo[5,4-b]pyridine-6-carbonitrile CC=1SC=2N(C(C(=C(C2N1)N1C[C@H]2[C@@H](CC1)N(CC2)C2=NC=C(C=C2)OC(F)(F)F)C#N)=O)C